C(C)(C)(C)OC(N[C@@H]1C[C@@H](CC1)OC1=C(C(=CC=C1)O)Br)=O ((1S,3R)-3-(2-bromo-3-hydroxyphenoxy)cyclopentyl)carbamic acid tert-butyl ester